C(C)(C)(C)N1CCC(CC1)OC1=CC(=CC(=C1)C(F)(F)F)N1N=CN=C1 tert-Butyl-4-[3-(1,2,4-triazol-1-yl)-5-(trifluoromethyl)phenoxy]piperidine